5-(4-(2-(2-(2-(3-(4-amino-3-(4-phenoxyphenyl)-1H-pyrazolo[3,4-d]pyrimidin-1-yl)piperidin-1-yl)ethoxy)ethoxy)ethyl)piperazin-1-yl)-2-(2,6-dioxopiperidin-3-yl)isoindoline-1,3-dione NC1=C2C(=NC=N1)N(N=C2C2=CC=C(C=C2)OC2=CC=CC=C2)C2CN(CCC2)CCOCCOCCN2CCN(CC2)C=2C=C1C(N(C(C1=CC2)=O)C2C(NC(CC2)=O)=O)=O